2,3,4,5-tetrahydro-[1,1'-biphenyl]-4-carboxylate C=1(CCC(CC1)C(=O)[O-])C1=CC=CC=C1